C(C)N(S(=O)(=O)C1=CC=C(C=C1)S(=O)(=O)N1C[C@@H](NCC1)C(=O)OCC)CC Ethyl (R)-4-((4-(N,N-diethylsulfamoyl)phenyl)sulfonyl)piperazine-2-carboxylate